chlorobiphenyl-pyruvic acid ClC1=C(C(=CC=C1)C1=CC=CC=C1)CC(C(=O)O)=O